ClC1=CC(=C(N=N1)OC)\C=C\[C@@H]1CC[C@H](CC1)C(F)(F)F 6-chloro-3-methoxy-4-((E)-2-(trans-4-(trifluoromethyl)cyclohexyl)vinyl)pyridazine